ClC1=C(C=C(C=C1)C1CC(OCC1)=O)F 4-(4-chloro-3-fluoro-phenyl)tetrahydropyran-2-one